ClC=1C(=NC(=NC1)NC=1C=C(C=NC1)N1C(C2(CC1)CCNCC2)=O)C2=CC(=CC=C2)C2CCCC2 2-(5-((5-chloro-4-(3-cyclopentylphenyl)pyrimidin-2-yl)amino)pyridin-3-yl)-2,8-diazaspiro[4.5]decan-1-one